4-((3R,5S)-3,5-dimethylpiperazin-1-yl)-N-(7-methoxy-[1,2,4]triazolo[1,5-a]pyridin-6-yl)-2,3-dihydro-1H-pyrrolo[2,3-b]pyridine-1-carboxamide formate C(=O)O.C[C@@H]1CN(C[C@@H](N1)C)C1=C2C(=NC=C1)N(CC2)C(=O)NC=2C(=CC=1N(C2)N=CN1)OC